di(2-hydroxyethyl) trisulfide OCCSSSCCO